FC1(CN(CCC1OC=1N=CC2=C(N1)C(=NC=N2)NC2=CC(=C(C=C2)OC2=CC1=C(N(C=N1)C)C=C2)C)C(C=C)=O)F 1-(3,3-difluoro-4-((8-((3-methyl-4-((1-methyl-1H-benzo[d]imidazol-5-yl)oxy)phenyl)amino)pyrimido[5,4-d]pyrimidin-2-yl)oxy)piperidin-1-yl)prop-2-en-1-one